CC1=C(C=C(C(=O)NC2=CC(=CC(=C2)C(F)(F)F)N2C=NC(=C2)C)C=C1)C#CC=1C=NC(=NC1)NC 4-methyl-N-(3-(4-methyl-1H-imidazol-1-yl)-5-(trifluoromethyl)phenyl)-3-(2-(2-(methylamino)pyrimidin-5-yl)ethynyl)benzamide